ClC1=NC=2C=C(C(NC2C=C1C(=O)O)=O)C 2-chloro-7-methyl-6-oxo-5,6-dihydro-1,5-naphthyridine-3-carboxylic acid